C[C@@H]1O[C@@H](CN(C1)C=1C=CC(=NC1)C=1C=NC(=CC1NC1=NC(=CC(=C1)C)S(=O)(=O)C)NC(C)=O)C N-(5-(cis-2,6-dimethylmorpholino)-4'-((4-methyl-6-(methylsulfonyl)pyridin-2-yl)amino)-[2,3'-bipyridine]-6'-yl)acetamide